[Co](Cl)(Cl)Cl.[N+](=O)([O-])C(CCCC)=N nitropentanimine cobalt(III) chloride